9,9',9'',9'''-(4-(4,6-diphenyl-1,3,5-triazin-2-yl)-6-(2,6-diphenylpyridin-4-yl)benzene-1,2,3,5-tetrayl)tetrakis(9H-carbazole) C1(=CC=CC=C1)C1=NC(=NC(=N1)C1=CC=CC=C1)C1=C(C(=C(C(=C1N1C2=CC=CC=C2C=2C=CC=CC12)C1=CC(=NC(=C1)C1=CC=CC=C1)C1=CC=CC=C1)N1C2=CC=CC=C2C=2C=CC=CC12)N1C2=CC=CC=C2C=2C=CC=CC12)N1C2=CC=CC=C2C=2C=CC=CC12